ClC1=CC(=C(C=C1C1(CC1)C)NCC(=O)N1CCN(CC1)C1CN(C1)C(C=C)=O)O 1-[3-[4-[2-[[4-Chloro-2-hydroxy-5-(1-methylcyclopropyl)phenyl]amino]acetyl]-1-piperazinyl]-1-azetidinyl]-2-propen-1-one